COC1O[C@@H]([C@H]2OC(O[C@H]21)(C)C)CNC(C(C)C)=O N-[[(3aR,6R,6aR)-4-methoxy-2,2-dimethyl-3a,4,6,6a-tetra-hydrofuro[3,4-d][1,3]-dioxol-6-yl]methyl]-2-methyl-propanamide